(S)-N-benzyl-1-phenylethane-1-amine C(C1=CC=CC=C1)N[C@@H](C)C1=CC=CC=C1